1,3,9-decenetriol C(=CC(CCCCCC(C)O)O)O